(4-methyl-6-((tetrahydro-2H-pyran-2-yl)oxy)hexadec-4-en-1-yl)triphenylphosphine bromide [Br-].CC(CCCC1=C(C=CC=C1)P(C1=CC=CC=C1)C1=CC=CC=C1)=CC(CCCCCCCCCC)OC1OCCCC1